C(C1=CC=CC=C1)C=1NC(=NN1)C(=O)NC1=NC=CC(=C1)C1=C(C=CC(=C1)OCCCOC1CCC1)C 5-benzyl-N-(4-(5-(3-cyclobutoxypropoxy)-2-methylphenyl)pyridin-2-yl)-4H-1,2,4-triazole-3-carboxamide